C(C)(C)(C)OC(=O)N1C[C@@H](N(CC1)C1=NC=CC2=C1C(=CN2S(=O)(=O)C2=CC=C(C)C=C2)Br)C.C(CC)P(C(CCC)CCC)C(CCC)CCC 1-propylbis-(4-heptyl)phosphine tert-butyl-(S)-4-(3-bromo-1-tosyl-1H-pyrrolo[3,2-c]pyridin-4-yl)-3-methylpiperazine-1-carboxylate